(R)-1-(3,3-difluoro-4-((6-fluoro-5-(1-(2-fluoroethyl)-1H-benzo[d][1,2,3]triazol-6-yl)-4-(methoxy-d3)pyrrolo[2,1-f][1,2,4]triazin-2-yl)amino)pyrrolidin-1-yl)ethan-1-one FC1(CN(C[C@H]1NC1=NN2C(C(=N1)OC([2H])([2H])[2H])=C(C(=C2)F)C=2C=CC1=C(N(N=N1)CCF)C2)C(C)=O)F